4-(4-Thiomorpholinyl)benzenamine N1(CCSCC1)C1=CC=C(C=C1)N